[Cl-].C(C1=CC=CC=C1)N1C(N(C=C1)C)C 1-benzyl-2,3-dimethylimidazole chloride